COC(=O)C1(CCC2(C(CC3=CC=CC=C23)CCCOC=2C=C3CC(N(C3=CC2)C)=O)CC1)NC1=CC(=CC=C1)Cl (1r,4r)-4-(3-Chloroanilino)-2'-{3-[(1-methyl-2-oxo-2,3-dihydro-1H-indol-5-yl)oxy]propyl}-2',3'-dihydrospiro[cyclohexane-1,1'-indene]-4-carboxylic acid methyl ester